N-(7-Amino-1-methyl-pyrazolo[3,4-c]pyridin-4-yl)-2-oxo-2-[(2R,5S)-5-methyl-2-[4-(4-methylpiperazin-1-yl)phenyl]-1-piperidyl]acetamide NC=1N=CC(=C2C1N(N=C2)C)NC(C(N2[C@H](CC[C@@H](C2)C)C2=CC=C(C=C2)N2CCN(CC2)C)=O)=O